lithium aluminum lanthanum zirconium tellurium oxide [Te]=O.[Zr].[La].[Al].[Li]